N-(2-cyclopropoxyethyl)-5-(4-((7-ethyl-6-oxo-5,6-dihydro-1,5-naphthyridin-3-yl)methyl)piperazin-1-yl)pyridineamide C1(CC1)OCCNC(=O)C1=NC=C(C=C1)N1CCN(CC1)CC=1C=NC=2C=C(C(NC2C1)=O)CC